[Si](C)(C)(C(C)(C)C)OC1CCC(CC1)C1=NC(=NC2=NC(=C(N=C12)C)C)N1C[C@@H](OCC1)C=1C=NN(C1)C (S)-4-(4-(4-((tert-butyldimethylsilyl)-oxy)cyclohexyl)-6,7-dimethylpteridin-2-yl)-2-(1-methyl-1H-pyrazol-4-yl)morpholine